6-(1-methyl-3,6-dihydro-2H-pyridin-5-yl)pyrido[2,3-b]pyrazine CN1CCC=C(C1)C=1C=CC=2C(=NC=CN2)N1